N=1N(N=CC1)C1=C(C=C(C=N1)NC(=O)[C@H]1CC(C=2C=3N(N=CC21)C=C(N3)Cl)(C)C)C(F)(F)F (S)-N-(6-(2H-1,2,3-triazol-2-yl)-5-(trifluoromethyl)pyridin-3-yl)-2-chloro-9,9-dimethyl-8,9-dihydro-7H-cyclopenta[d]imidazo[1,2-b]pyridazine-7-carboxamide